C(C)(C)(C)OC(=O)N1CC(C(CC1)C1=CC=C(C=C1)[C@@]1(C(NC(CC1)=O)=O)C)F.CN(C1=CC=C(/C=C/C2=CC=[N+](C=C2)CCCS(=O)(=O)O)C=C1)C (E)-4-(4-(dimethylamino)styryl)-1-(3-sulfopropyl)pyridin-1-ium tert-butyl-3-fluoro-4-(4-((R)-3-methyl-2,6-dioxopiperidin-3-yl)phenyl)piperidine-1-carboxylate